OCC1CCCCC1 6-hydroxymethylcyclohexane